Tert-butyl 4-(azetidin-3-yloxymethyl)piperidine-1-carboxylate N1CC(C1)OCC1CCN(CC1)C(=O)OC(C)(C)C